FC1(CCC(CC1)NC=1N=CC2=C(N1)NC=C2C2=NC=1N(C=C2)N=CC1)F N-(4,4-difluorocyclohexyl)-5-(pyrazolo[1,5-a]pyrimidin-5-yl)-7H-pyrrolo[2,3-d]pyrimidin-2-amine